4,4-diaminoazobenzene NC1(CC=C(C=C1)N=NC1=CC=CC=C1)N